3-ethynyl-4-methylbenzoic acid C(#C)C=1C=C(C(=O)O)C=CC1C